4-(3',5'-di-tert-butylphenyl)-2-methyl-1H-indene C(C)(C)(C)C=1C=C(C=C(C1)C(C)(C)C)C1=C2C=C(CC2=CC=C1)C